The molecule is a 2,3-dihydro-3-hydroxyanthranilic acid in which the stereocentre attached to the amino group has S-configuration, whilst that attached to the hydroxy group has R-configuration. It is an enantiomer of a (2R,3S)-2,3-dihydro-3-hydroxyanthranilic acid. It is a tautomer of a (2S,3R)-2,3-dihydro-3-hydroxyanthranilic acid zwitterion. C1=C[C@H]([C@H](C(=C1)C(=O)O)N)O